dimethyl benzene-1,2-dicarboxylate C=1(C(=CC=CC1)C(=O)OC)C(=O)OC